C(CCCCCCC\C=C/C\C=C/CCCCC)OCC(C)N 3-[(9Z,12Z)-octadec-9,12-dien-1-yloxy]propan-2-amine